NC(S(=O)O)C=1OC=CN1 amino-(1,3-oxazol-2-yl)-methanesulfinic acid